ClC=1C=C(C=C(C1)OCCC)B(O)O (3-chloro-5-propoxyphenyl)boronic acid